FC1=CC(=NC=C1C(=O)O)F 4,6-difluoronicotinic acid